O(S(=O)(=O)C(F)(F)F)C=1N(N=C2[C@@H](NCCC21)C)C (S)-2,7-dimethyl-4,5,6,7-tetrahydro-2H-pyrazolo[3,4-c]pyridin-3-yl triflate